3-methylimidazole silicon molybdenum [Mo].[Si].CN1C=NC=C1